1-{6-[(1S,4S,5S)-2-azabicyclo[2.2.2]octan-5-yloxy]pyridin-2-yl}-6-[(1-methyl-1H-pyrazol-4-yl)amino]-2-(prop-2-en-1-yl)-1H,2H,3H-pyrazolo[3,4-d]pyrimidin-3-one [C@@H]12NC[C@@H]([C@H](C1)OC1=CC=CC(=N1)N1N(C(C=3C1=NC(=NC3)NC=3C=NN(C3)C)=O)CC=C)CC2